2-(2-methylbenzo[d]thiazol-6-yl)malonic acid dimethyl ester COC(C(C(=O)OC)C1=CC2=C(N=C(S2)C)C=C1)=O